CC1=CNC2=NC=C(C=C21)C=2C=C1CCN(CC1=C(C2)[C@H]2NCCOC2)CC2(CCOCC2)O (R)-4-((6-(3-methyl-1H-pyrrolo[2,3-b]pyridin-5-yl)-8-(morpholin-3-yl)-3,4-dihydroisoquinolin-2(1H)-yl)methyl)tetrahydro-2H-pyran-4-ol